The molecule is an aminouracil in which the ring hydrogens at positions 5 and 6 on uracil have been replaced by amino groups. It is a pyrimidone, an aminouracil and a diamine. C1(=C(NC(=O)NC1=O)N)N